N-(2-(1H-benzo[d]imidazol-2-yl)ethyl)-4-butoxybenzenesulfonamide N1C(=NC2=C1C=CC=C2)CCNS(=O)(=O)C2=CC=C(C=C2)OCCCC